ClC=1C=CC2=C(CCC=3C(=NC=CC3)C2=C2CCN(CC2)CCCCC2=CNC3=CC=C(C=C23)C#N)C1 3-(4-(4-(8-chloro-5,6-dihydro-11H-benzo-[5,6]cyclohepta[1,2-b]pyridin-11-ylidene)-piperidin-1-yl)butyl)-1H-indole-5-carbonitrile